2,5-difluoro-3-nitro-benzoic acid FC1=C(C(=O)O)C=C(C=C1[N+](=O)[O-])F